(6S,12aS)-2-((E)-(3-chlorophenyl)methyleneamino)-6-methyl-2,3,12,12a-tetrahydropyrazino[1',2':1,6]pyrido[3,4-b]indole-1,4(6H,7H)-dione ClC=1C=C(C=CC1)\C=N\N1C([C@@H]2CC3=C(NC=4C=CC=CC34)[C@@H](N2C(C1)=O)C)=O